C1=CC(=C(C=C1F)F)I 2,4-difluoroiodobenzene